(R)-N8-(3,3-dimethylbutan-2-yl)-N2-(2-ethoxy-4-(4-methyl-4H-1,2,4-triazol-3-yl)phenyl)-6-methylpyrido[3,4-d]pyrimidine-2,8-diamine CC([C@@H](C)NC1=NC(=CC2=C1N=C(N=C2)NC2=C(C=C(C=C2)C2=NN=CN2C)OCC)C)(C)C